1-(dodecan-2-yl) 15-(heptadecan-9-yl) 7-oxopentadecanedioate O=C(CCCCCC(=O)OC(C)CCCCCCCCCC)CCCCCCCC(=O)OC(CCCCCCCC)CCCCCCCC